BrC1=C(C=C(C(=C1)Br)OC)S(=O)(=O)N[C@@H](C(=O)O)CCCC (R)-2-((2,4-dibromo-5-methoxyphenyl)sulfonamido)hexanoic acid